COC(=O)C1=NC2=CC=C(C=C2C=C1)N1CC(C1)NS(=O)(=O)C 6-(3-(methylsulfonylamino)azetidin-1-yl)quinoline-2-carboxylic acid methyl ester